Methyl-(S,E)-(7-(dimethylamino)-1-((1-((6-fluoro-7-isobutyl-3H-imidazo[4,5-b]pyridin-2-yl)methyl)-2-oxo-1,2-dihydropyridin-3-yl)amino)-1,7-dioxohept-5-en-2-yl)carbamat COC(N[C@H](C(=O)NC=1C(N(C=CC1)CC1=NC=2C(=NC=C(C2CC(C)C)F)N1)=O)CC\C=C\C(=O)N(C)C)=O